1-(6-(3-((3r,5r,7r)-adamantan-1-yl)-4-methoxyphenyl)naphthalen-2-yl)-2,3,4,9-tetrahydro-1H-pyrido[3,4-b]indole C12(CC3CC(CC(C1)C3)C2)C=2C=C(C=CC2OC)C=2C=C3C=CC(=CC3=CC2)C2NCCC3=C2NC2=CC=CC=C32